CC(C(=O)OCC(CC)C)CC 2-methyl-butyric acid, 2-methylbutyl ester